NC1=NC=2C=CC(=CC2C2=C1[C@H](OC2)C)C(=O)N(CC=2N=C1N(C=C(C=C1)C(F)(F)F)C2)C=2C(=NN(C2)C)C (3R)-4-amino-N-(1,3-dimethylpyrazol-4-yl)-3-methyl-N-[[6-(trifluoromethyl)imidazo[1,2-a]pyridin-2-yl]methyl]-1,3-dihydrofurano[3,4-c]quinolin-8-carboxamide